OC1=CC=C(C=C1)/C=C/C(=O)C1=CC=C(C=C1)OCC(C)C (E)-3-(4-Hydroxyphenyl)-1-[4-(2-methylpropoxy)phenyl]prop-2-en-1-one